FC1=C(C(=CC=C1)F)C1=CC(=CC2=C1C(=NO2)N2C(N1[C@H](C2)C([C@@H](C1)NS(=O)(=O)CC)(F)F)=O)F N-{(6R,7aR)-2-[4-(2,6-difluorophenyl)-6-fluoro-1,2-benzoxazol-3-yl]-7,7-difluoro-3-oxohexahydro-1H-pyrrolo[1,2-c]imidazol-6-yl}ethanesulfonamide